1-(5-(((1R,4R)-5-diphenylmethyl-2,5-diazabicyclo[2.2.1]heptane-2-yl)methyl)-1-oxoisoindolin-2-yl)dihydropyrimidine-2,4(1H,3H)-dione C1(=CC=CC=C1)C(N1[C@H]2CN([C@@H](C1)C2)CC=2C=C1CN(C(C1=CC2)=O)N2C(NC(CC2)=O)=O)C2=CC=CC=C2